O1C(=NC2=C1C=CC=C2)C2=CC=C(C1=CC=CC=C21)C=2OC1=C(N2)C=CC=C1 1,4-bis(2-benzoxazolyl)naphthalene